CC1=CC=C(C=C1)S(=O)(=O)OC[C@H]1C([C@H](CC1O)N1C=2N=C(NC(C2N=C1)=O)N)=C ((1R,3S)-3-(2-Amino-6-oxo-1,6-dihydro-9H-purin-9-yl)-5-hydroxy-2-methylenecyclopentyl)methyl 4-methylbenzenesulfonate